N1=C(C=CC=C1)C1=NC(=NO1)N[C@@H]1C[C@H](CC1)NC1=CC=C(C=N1)N1N=CC=CC1=O 2-(6-(((1S,3S)-3-((5-(pyridin-2-yl)-1,2,4-oxadiazol-3-yl)amino)cyclopentyl)amino)pyridin-3-yl)pyridazin-3(2H)-one